O1COC2=C1C=CC(=C2)C(CN)OC 2-(1,3-benzodioxol-5-yl)-2-methoxyethanamine